C(C)(C)(C)OC(=O)N1CC2=CC(=CC(=C2CC1)COC)N1C(C2=C(CC1)C(=NN2C2=CC(=CC=C2)Cl)C(=O)O)=O 6-[2-tert-butoxycarbonyl-5-(methoxymethyl)-3,4-dihydro-1H-isoquinolin-7-yl]-1-(3-chlorophenyl)-7-oxo-4,5-dihydropyrazolo[3,4-c]pyridine-3-carboxylic acid